1-cyclopentyl-6-((5-methoxy-2-methylphenyl)amino)-3-methyl-1,3-dihydro-2H-imidazo[4,5-c]pyridin-2-one C1(CCCC1)N1C(N(C=2C=NC(=CC21)NC2=C(C=CC(=C2)OC)C)C)=O